N[C@H](C(=O)NC1=NC=CC(=C1)[C@H](COC)[C@@H]1C(N[C@@H](C1)C(F)(F)F)=O)C1CCC(CC1)(F)F |o1:11| (2S)-2-amino-2-(4,4-difluorocyclohexyl)-N-(4-((R or S)-2-methoxy-1-((3R,5S)-2-oxo-5-(trifluoromethyl)pyrrolidin-3-yl)ethyl)pyridin-2-yl)acetamide